C1(CCCCC1)OC=1C=C(C=CC1)C1(CCOCC1)C(=O)N[C@@H](C)C1=CC=C(C(=O)OC)C=C1 Methyl 4-[(1S)-1-[[4-[3-(cyclohexoxy)phenyl]tetrahydropyran-4-carbonyl]amino]ethyl]benzoate